FC(C=1N=C2SC(=NN2C1CN1CC(=CC1=O)CCC)COC)F 1-[[6-(difluoromethyl)-2-(methoxymethyl)imidazo[2,1-b][1,3,4]thiadiazol-5-yl]methyl]-3-propyl-2H-pyrrol-5-one